N1C=NC2=C1C=CC(=C2)C#N 1H-1,3-benzodiazole-5-carbonitrile